(1-(6-chloro-1-(pyridin-3-yl)-1H-indazol-3-yl)ethyl)-3-(2,3-dihydrobenzo[b][1,4]dioxin-6-yl)-1H-pyrazolo[3,4-d]pyrimidin-4-amine ClC1=CC=C2C(=NN(C2=C1)C=1C=NC=CC1)C(C)N1N=C(C=2C1=NC=NC2N)C2=CC1=C(OCCO1)C=C2